4-(((R)-1-(3-(difluoromethyl)-2-methylphenyl)prop-2-yn-1-yl)amino)-2-methyl-6-(((S)-tetrahydrofuran-3-yl)amino)pyrido[4,3-d]pyrimidin-7(6H)-one FC(C=1C(=C(C=CC1)[C@@H](C#C)NC=1C=2C(N=C(N1)C)=CC(N(C2)N[C@@H]2COCC2)=O)C)F